ClC=1N=CC=C2C1SC(=C2)C2=C(C(=NC(=C2C(=O)N)CC(C)C)COC2=CC=C(C=C2)F)C(=O)NN 4-(7-chlorothieno[2,3-c]pyridin-2-yl)-6-((4-fluorophenoxy)methyl)-5-(hydrazinecarbonyl)-2-isobutylnicotinamide